BrC1=CC=C(C(=C1C=O)F)F 6-bromo-2,3-difluorobenzene-1-carbaldehyde